C1(CCCCC1)CCNC(C1=CN=C(C(=C1)NC1=NN(C2=NC(=NC=C21)NC=2C=NC(=CC2)N2CCNCC2)C)C)=O N-(2-cyclohexylethyl)-6-methyl-5-((1-methyl-6-((6-(piperazin-1-yl)pyridin-3-yl)amino)-1H-pyrazolo[3,4-d]pyrimidin-3-yl)amino)nicotinamide